FC1=CC=CC2=C1N(C(=N2)C2=NON=C2C)CC=2C=CC(=NC2)C#N 5-[[7-fluoro-2-(4-methyl-1,2,5-oxadiazol-3-yl)benzimidazol-1-yl]methyl]pyridine-2-carbonitrile